Methyl (S)-4-((R)-2-(1-acetoxycyclobutyl)-N-((benzyloxy)carbonyl)ethylsulfonimidoyl)-2-((tert-butoxycarbonyl) Amino)butanoate C(C)(=O)OC1(CCC1)CC[S@@](=O)(=NC(=O)OCC1=CC=CC=C1)CC[C@@H](C(=O)OC)NC(=O)OC(C)(C)C